2-(diethylamino)ethyl 4,5-diphenyl-2-oxazolepropionate C1(=CC=CC=C1)C=1N=C(OC1C1=CC=CC=C1)CCC(=O)OCCN(CC)CC